C1(=CC=CC=C1)CCC1=NN=NN1 5-(2-phenylethyl)-1H-1,2,3,4-tetrazole